Cl.N1[C@@H](CCC1)C(=O)OCC1=CC=CC=C1 Benzyl L-prolinate hydrogen chloride